tert-butyl ((3R,5R)-5-(4-(9-(4-(2,6-dioxopiperidin-3-yl)-3-methylphenyl)-3,9-diazaspiro[5.5]undecan-3-yl)phenyl)-1-methylpiperidin-3-yl)carbamate O=C1NC(CCC1C1=C(C=C(C=C1)N1CCC2(CCN(CC2)C2=CC=C(C=C2)[C@H]2C[C@H](CN(C2)C)NC(OC(C)(C)C)=O)CC1)C)=O